The molecule is a hydrate that is the dihydrate form of magnesium dichloride. It is a hydrate, an inorganic chloride and a magnesium halide. It contains a magnesium dichloride. O.O.[Mg+2].[Cl-].[Cl-]